C(C)(C)NC(C=C)=O N-iso-propylacrylamide